tert-butyl (S)-10-(4-(((benzyloxy)carbonyl)amino)butyl)-3,8,11-trioxo-1-phenyl-2,15,18,21,24-pentaoxa-4,9,12-triazaheptacosan-27-oate C(C1=CC=CC=C1)OC(=O)NCCCC[C@H](NC(CCCNC(OCC1=CC=CC=C1)=O)=O)C(NCCOCCOCCOCCOCCC(=O)OC(C)(C)C)=O